(2S,3S,4R,5R)-5-(6-(2-chloro-5-fluorobenzylamino)-2-(5-chloropyridin-3-yl)-9H-purin-9-yl)-3,4-dihydroxyl-N-(methyl-d3)-tetrahydrofuran-2-carboxamide ClC1=C(CNC2=C3N=CN(C3=NC(=N2)C=2C=NC=C(C2)Cl)[C@H]2[C@@H]([C@@H]([C@H](O2)C(=O)NC([2H])([2H])[2H])O)O)C=C(C=C1)F